(S)-4-ethyl-4,9-dihydroxy-1,12-dihydro-14H-pyrano[3',4':6,7]indolizino[1,2-b]quinoline-3,14(4H)-dione C(C)[C@]1(C(OCC=2C(N3CC=4C(=NC=5C=CC(=CC5C4)O)C3=CC21)=O)=O)O